C(C)C1=NC=CC(=C1)C=O 2-ETHYL-4-PYRIDINECARBOXALDEHYDE